N-(3-(methylsulfonamido)phenyl)-2-((4-(trifluoromethoxy)phenyl)amino)thiazole CS(=O)(=O)NC=1C=C(C=CC1)N1C(SC=C1)NC1=CC=C(C=C1)OC(F)(F)F